C(C)OC(C(C(=O)OCC)CC)=O diethyl-2-ethylmalonate